(6-cyclopropyl-1,8-naphthyridin-2-yl)propanamide C1(CC1)C=1C=C2C=CC(=NC2=NC1)C(C(=O)N)C